bis(1-naphthyl) diselenide C1(=CC=CC2=CC=CC=C12)[Se][Se]C1=CC=CC2=CC=CC=C12